C(CCCCCCCCCCCCCCC(C)C)(=O)O.C(CCCCCCCCCCCCCCC(C)C)(=O)O.C(CCCCCCCCCCCCCCC(C)C)(=O)O.OCC(O)CO.OCC(O)CO.OCC(O)CO Triglycerol triisostearate